[N+](=O)([O-])C1=CC=C(OC(CON=C(CC)C=2C(CC(CC2O)CC(C)SCC)=O)C)C=C1 2-{1-[2-(4-nitro-phenoxy)-propoxyimino]-propyl}-5-(2-ethylsulfanyl-propyl)-3-hydroxy-cyclohex-2-enone